ClC=1N=CC2=C(N1)N(C=C2Cl)CCCOC2=NN(C(=C2N)C)C=2C(=NC(=CC2)C)C 3-(3-(2,5-Dichloro-7H-pyrrolo[2,3-d]pyrimidin-7-yl)propoxy)-1-(2,6-dimethylpyridin-3-yl)-5-methyl-1H-pyrazol-4-amine